(2RS)-2-ethyl-2-methyl-valeric acid C(C)[C@@](C(=O)O)(CCC)C |r|